2-(Di-tert-butylphosphino)-1-phenyl-1H-indole C(C)(C)(C)P(C=1N(C2=CC=CC=C2C1)C1=CC=CC=C1)C(C)(C)C